ClC1=C(C=C(C(=C1)Cl)OC)C1=NC(=NC(=C1C)C)N 4-(2,4-Dichloro-5-methoxyphenyl)-5,6-dimethylpyrimidin-2-amine